triacetoxymethoxysilane C(C)(=O)OC(O[SiH3])(OC(C)=O)OC(C)=O